Bis(3-diethylaminopropyl)ethyl-tin C(C)N(CCC[Sn](CC)CCCN(CC)CC)CC